C(C)(=O)C1=CC=C2C=C(N(C2=C1F)CC1CC1)C1=NC2=C(N1C)C(=CC(=C2)C(=O)OC)OC methyl 2-(6-acetyl-1-(cyclopropylmethyl)-7-fluoro-1H-indol-2-yl)-7-methoxy-1-methyl-1H-benzo[d]imidazole-5-carboxylate